CCC=C(CCCC(CC(C)(C)C)C)C methyl-3,7,9,9-tetramethyl-2-decene